3-fluoro-2-hydroxy-5-(5-(4-(pyrrolidin-1-yl)phenyl)-1,2,4-thiadiazol-3-yl)benzaldehyde FC=1C(=C(C=O)C=C(C1)C1=NSC(=N1)C1=CC=C(C=C1)N1CCCC1)O